C(=O)(O)C1=CC(=C(S1)C)C1=C(C(C(C1(F)F)(F)F)(F)F)C1=C(SC(=C1)C(=O)O)C 1,2-bis(5-carboxyl-2-methyl-3-thienyl)perfluorocyclopentene